C(C)(=O)NC=1C(=C(C=CC1)C=1C=NN(C1)C=1C=C(C(=O)O)C=CN1)C=O 2-(4-(3-acetamido-2-formylphenyl)-1H-pyrazol-1-yl)isonicotinic acid